ClC(C=1OC(=NN1)C=1OC=CC1)(Cl)Cl 2-trichloromethyl-5-furyl-1,3,4-oxadiazole